(3-(2,3-difluoro-4-methoxyphenyl)imidazo[1,2-a]pyrazin-8-yl)amino-2-fluoro-6-methylbenzamide formate C(=O)O.FC1=C(C=CC(=C1F)OC)C1=CN=C2N1C=CN=C2NC=2C(=C(C(=O)N)C(=CC2)C)F